di(tert-butyl)(3-methylphenyl)phosphine C(C)(C)(C)P(C1=CC(=CC=C1)C)C(C)(C)C